NC1=C(C=C(C=N1)NC(C(=O)N1[C@@H](CC[C@H](C1)C)C1=CC(=CC=C1)Cl)=O)C1CC1 |o1:12,15| Rel-N-(6-amino-5-cyclopropyl-3-pyridyl)-2-[(2S,5R)-2-(3-chlorophenyl)-5-methyl-1-piperidyl]-2-oxo-acetamide